C1(C=CC(C\C=C/CC)O1)=O (Z)-2,6-Nonadien-4-olide